(±)-(1S,2R,3R,5R)-3-((3-chloro-1,2,4-triazin-6-yl)(methyl)amino)-2-fluoro-8-azabicyclo[3.2.1]octane-8-carboxylic acid tert-butyl ester C(C)(C)(C)OC(=O)N1[C@@H]2[C@@H]([C@@H](C[C@H]1CC2)N(C)C2=CN=C(N=N2)Cl)F |r|